COC([C@H]([C@@H](C)O)NC(C1=CC=C(C=C1)C#CBr)=O)=O (2S,3R)-2-(4-(bromoethynyl)benzoylamino)-3-hydroxybutyric acid methyl ester